(S)-2-(4-isobutylphenyl)-N-(6-oxo-1-phenyl-1,6-dihydropyridin-3-yl)propionamide C(C(C)C)C1=CC=C(C=C1)[C@@H](C(=O)NC1=CN(C(C=C1)=O)C1=CC=CC=C1)C